(R*)-ethyl 4-(2-chloro-3,4-difluorophenyl)-6-(((cis)-6,6-difluorotetrahydro-1H-pyrrolo[3,2-c]isoxazol-4(5H)-yl) methyl)-2-(thiazol-2-yl)-1,4-dihydropyrimidine-5-carboxylate ClC1=C(C=CC(=C1F)F)[C@@H]1N=C(NC(=C1C(=O)OCC)CN1CC([C@@H]2NOC[C@@H]21)(F)F)C=2SC=CN2 |o1:9|